2,4-cycloheptadiene C1C=CC=CCC1